FC1=C(C(=O)OC)C=C(C=C1OC)/C(/N)=N/O methyl (Z)-2-fluoro-5-(N'-hydroxycarbamimidoyl)-3-methoxybenzoate